C(C(C)C)C1C=C(C=C(C1)CCC=O)C 3-(5-isobutyl-3-methyl-cyclohexa-1,3-dien-1-yl)propanal